FC1=CC=C(OC(C(=O)OCCCCOC2=C(C=C(C=C2)/C=C/C(=O)O)OC)(C)C)C=C1 (E)-3-(4-(4-((2-(4-fluorophenoxy)-2-methylpropanoyl)oxy)butoxy)-3-methoxyphenyl)acrylic acid